4-[3-(1,3-benzodioxol-5-yl)-1H-pyrazol-5-yl]-2,6-dibromopyridine O1COC2=C1C=CC(=C2)C2=NNC(=C2)C2=CC(=NC(=C2)Br)Br